C(C)(C)(CC)OOC(C)(C)C1=CC(=CC(=C1)C(C)(C)OOC(C)(C)CC)C(C)(C)OOC(C)(C)CC 1,3,5-tris(t-amylperoxyisopropyl)benzene